1-(pyrimidin-5-ylmethyl)-1H-indole-2-carbaldehyde N1=CN=CC(=C1)CN1C(=CC2=CC=CC=C12)C=O